3'-azido-2',3'-dideoxyinosine N(=[N+]=[N-])[C@H]1C[C@@H](O[C@@H]1CO)N1C=NC=2C(O)=NC=NC12